FC=1C=CC=C2C(CC(OC12)(C)C)NC(=O)[C@H]1[C@@H](C1)[C@H](CCOC)N1C(NC(CC1=O)(C)C)=[NH2+] [1-[(1S)-1-[(1R,2R)-2-[(8-fluoro-2,2-dimethyl-chroman-4-yl)carbamoyl]cyclopropyl]-3-methoxypropyl]-4,4-dimethyl-6-oxo-hexahydropyrimidin-2-ylidene]ammonium